ClC1=NC=C(C(=C1)C1=C(C=NC(=C1)C)C(=O)NC=1SC(=NN1)C(N(C)C=1C=NC(=CC1)OC)=O)OC 2'-chloro-5'-methoxy-N-{5-[(6-methoxypyridin-3-yl)(methyl)carbamoyl]-1,3,4-thiadiazol-2-yl}-6-methyl-[4,4'-bipyridine]-3-carboxamide